(3-fluoro-5-(1-(4-fluorophenyl)-3-methyl-1H-pyrazol-4-yl)phenyl)methanamine trifluoroacetate FC(C(=O)O)(F)F.FC=1C=C(C=C(C1)C=1C(=NN(C1)C1=CC=C(C=C1)F)C)CN